(1s,4s)-N1-methylcyclohexane-1,4-diamine CNC1CCC(CC1)N